ClC1=CC=C(CN2C(N3C(C4=C2C=C(C=N4)N4CCOCC4)=NC4(CCOCC4)C3)=O)C=C1 6-(4-chlorobenzyl)-8-(morpholin-4-yl)-2',3',5',6'-tetrahydrospiro[imidazo[1,2-c]pyrido[2,3-e]pyrimidine-2,4'-pyran]-5(6H)-one